thionyl-methane S(=O)=C